(4R)-benzyl-3-[(3S,4R)-1-benzyl-4-(4-fluorophenyl)-pyrrolidine-3-carbonyl]-oxazolidine-2-one C(C1=CC=CC=C1)[C@H]1N(C(OC1)=O)C(=O)[C@@H]1CN(C[C@H]1C1=CC=C(C=C1)F)CC1=CC=CC=C1